(2-chloro-4-methoxy-phenyl)methan-amine ClC1=C(C=CC(=C1)OC)CN